C(CCCC)C(COC(CCCCN(C(OCCN(CCOC(N(CCCCC(=O)OCC(CCCCC)CCCCC)CCCCCCCC)=O)CCCCN(CC)CC)=O)CCCCCCCC)=O)CCCCC.ClC1=CC(=NC=N1)C[C@H](C)[Si](C)(C)C(C)(C)C (S)-6-chloro-4-(2-tert-Butyldimethylsilanylpropyl)pyrimidine bis(2-pentylheptyl)11-(4-(diethylamino)butyl)-6,16-dioctyl-7,15-dioxo-8,14-dioxa-6,11,16-triazahenicosanedioate